COC(=O)C1=CC(=CC=2NC=NC21)C2=C(C=C(C=C2)C)Cl 6-(2-chloro-4-methylphenyl)-1H-benzo[d]imidazole-4-carboxylic acid methyl ester